(trans)-N1-((1R,2S)-2-(Pyridin-3-yl)cyclopropyl)cyclohexan-1,4-diamin N1=CC(=CC=C1)[C@H]1[C@@H](C1)N[C@@H]1CC[C@H](CC1)N